2,6-diethyl-N-(2-propoxyethyl)aniline C(C)C1=C(NCCOCCC)C(=CC=C1)CC